5-(3,4-dihydroxyphenyl)-6,7-dimethyl-5,6,7,8-tetrahydronaphthalene-2,3-diol OC=1C=C(C=CC1O)C1C=2C=C(C(=CC2CC(C1C)C)O)O